5,7-dichloro-2-(trifluoromethyl)-[1,2,4]triazolo[1,5-a]pyridine ClC1=CC(=CC=2N1N=C(N2)C(F)(F)F)Cl